NC1CN(CC1)CN1C=CC=2C1=CN=C(C2C2(C(C#N)C=CC=C2)F)C2=CC(=C(C(=C2)C)C)C 2-((3-aminopyrrolidin-1-yl)methyl-5-(3,4,5-trimethylphenyl)-1H-pyrrolo[2,3-c]pyridin-4-yl)-2-fluorobenzonitrile